NC1=C(C=CC(=C1F)NCC1=CC=C(C=C1)O)NC([C@H]([C@@H](CCCC)F)F)=O (2R,3R)-N-(2-amino-3-fluoro-4-((4-hydroxybenzyl)amino)phenyl)-2,3-difluoroheptanamide